CN(CC(=O)N1C[C@H](N(CC1)C1=C(N=C(S1)C1=NNC(=C1C(C)C)C=1C=C(C=2N(C1)N=CN2)OC)C)C)C (R)-2-(dimethylamino)-1-(4-(2-(4-isopropyl-5-(8-methoxy-[1,2,4]triazolo[1,5-a]pyridin-6-yl)-1H-pyrazol-3-yl)-4-methylthiazol-5-yl)-3-methylpiperazin-1-yl)ethan-1-one